3-(4-(4-chloro-3-(trifluoromethyl)phenoxy)-3-fluorophenethoxy)-4-methoxy-7,8-dihydro-1H,6H,9H-7,8a-methanopyrrolo[1',2':3,4]imidazo[1,2-c]pyrimidin-1-one ClC1=C(C=C(OC2=C(C=C(CCOC=3C(=C4N(C(N3)=O)CC35N4CC(C3)C5)OC)C=C2)F)C=C1)C(F)(F)F